(S)-N-(1-(1-methyl-1H-tetrazol-5-yl)ethyl)-5-(4-(trifluoromethyl)phenyl)-2-naphthamide CN1N=NN=C1[C@H](C)NC(=O)C1=CC2=CC=CC(=C2C=C1)C1=CC=C(C=C1)C(F)(F)F